CN1N=C(N=C1)C1=C(C(=CC=C1)[N+](=O)[O-])NC(CCCCNC(OC(C)(C)C)=O)C tert-butyl (5-((2-(1-methyl-1H-1,2,4-triazol-3-yl)-6-nitrophenyl)amino)hexyl)carbamate